Cl.N[C@@H]1C[C@@H](CC1)O (1R,3S)-3-aminocyclopentan-1-ol hydrochloride